C(C)(C)(C)OC(=O)N1CC(C1)C1=NN(C2=NC=CC(=C21)C=2C=NN(C2)CCOC)C2=CC=C(C=C2)OC(F)(F)F 3-(4-(1-(2-methoxyethyl)-1H-pyrazol-4-yl)-1-(4-(trifluoromethoxy)phenyl)-1H-pyrazolo[3,4-b]pyridin-3-yl)azetidine-1-carboxylic acid tert-butyl ester